tert-butyl ((1r,4r)-4-(2-amino-2-methyl-propyl)cyclohexyl)carbamate NC(CC1CCC(CC1)NC(OC(C)(C)C)=O)(C)C